5-(4-trifluoromethoxyphenyl)thiazol 5-aminoallylcytidine-5'-triphosphate P(O)(=O)(OP(=O)(O)OP(=O)(O)O)OC[C@@H]1[C@H]([C@H]([C@@H](O1)N1C(=O)N=C(N)C(=C1)CC=CN)O)O.FC(OC1=CC=C(C=C1)C1=CN=CS1)(F)F